ClC1=CC(=C(C=N1)NC(=O)C1(CN(C1)C1=CC(=NC=C1)C)C1=C(C=CC=C1)C(C)C)OC N-(6-chloro-4-methoxypyridin-3-yl)-3-(2-isopropylphenyl)-1-(2-methylpyridin-4-yl)azetidine-3-carboxamide